7-(4-methylphenyl)-1-(3,4,5-trimethoxyphenyl)pyrrolo[1,2-a]pyrazine CC1=CC=C(C=C1)C=1C=C2N(C=CN=C2C2=CC(=C(C(=C2)OC)OC)OC)C1